(E)-3-(1-trityl-1H-imidazol-5-yl)acrylic acid C(C1=CC=CC=C1)(C1=CC=CC=C1)(C1=CC=CC=C1)N1C=NC=C1/C=C/C(=O)O